1,3-bis[(2-isopropoxycyclohex-1-yl)methyl]imidazolium C(C)(C)OC1C(CCCC1)CN1C=[N+](C=C1)CC1C(CCCC1)OC(C)C